N-(2-(4-(3-(3-fluorophenyl)-1,2,4-oxadiazol-5-yl)piperidin-1-yl)-2-oxoethyl)benzamide FC=1C=C(C=CC1)C1=NOC(=N1)C1CCN(CC1)C(CNC(C1=CC=CC=C1)=O)=O